(S)-7-chloroisochroman-4-amine ClC1=CC=C2[C@@H](COCC2=C1)N